BrC1=CC(=CC=2C=COC21)C(CC(=O)OC(C)(C)C)=O tert-butyl 3-(7-bromobenzofuran-5-yl)-3-oxopropionate